Methyl 2-(4-amino-1-(1-(methylsulfonyl)piperidin-4-yl)-1H-pyrazolo[3,4-d]pyrimidin-3-yl)-3-chloro-1H-indole-6-carboxylate NC1=C2C(=NC=N1)N(N=C2C=2NC1=CC(=CC=C1C2Cl)C(=O)OC)C2CCN(CC2)S(=O)(=O)C